2-(4-Cyclopropyl-6-ethoxypyrimidin-5-yl)-9-(4-(5-methyl-3-(trifluoromethyl)-1H-pyrazol-1-yl)benzyl)-7,9-dihydro-8H-purin-8-one C1(CC1)C1=NC=NC(=C1C1=NC=C2NC(N(C2=N1)CC1=CC=C(C=C1)N1N=C(C=C1C)C(F)(F)F)=O)OCC